(R)-1-(1-(6-morpholinopyridin-3-yl)-2-oxopiperidin-3-yl)-3-(4-(trifluoromethyl)phenyl)urea O1CCN(CC1)C1=CC=C(C=N1)N1C([C@@H](CCC1)NC(=O)NC1=CC=C(C=C1)C(F)(F)F)=O